tert-butyl (S)-2-((4-(2-(2,6-dioxopiperidin-3-yl)-1-oxoisoindolin-5-yl)piperazin-1-yl)methyl)-2-fluoro-7-azaspiro[3.5]nonane-7-carboxylate O=C1NC(CC[C@@H]1N1C(C2=CC=C(C=C2C1)N1CCN(CC1)CC1(CC2(C1)CCN(CC2)C(=O)OC(C)(C)C)F)=O)=O